butylene azelaate C1(CCCCCCCC(=O)OCCCCO1)=O